tert-butyl 4-(4-((4-(2-(4-methoxyphenyl) propan-2-yl)thiazol-2-yl)carbamoyl) phenyl)-3-methylpiperazine-1-carboxylate COC1=CC=C(C=C1)C(C)(C)C=1N=C(SC1)NC(=O)C1=CC=C(C=C1)N1C(CN(CC1)C(=O)OC(C)(C)C)C